NC=1NC(C=2N(C(N(C2N1)[C@@H]1O[C@@H]([C@H]([C@H]1O)F)CO)=O)CC1=CC=C(C#N)C=C1)=O 4-((2-Amino-9-((2R,3S,4S,5R)-4-fluoro-3-hydroxy-5-(hydroxymethyl)tetrahydrofuran-2-yl)-6,8-dioxo-1,6,8,9-tetrahydro-7H-purin-7-yl)methyl)benzonitril